OC1=CC2=C(C[C@@H](CO2)C2=C(C(=C(C=C2)O)CC=C(C)C)O)C(=C1CC=C(C)C)OC 4-[(3R)-3,4-dihydro-7-hydroxy-5-methoxy-6-(3-methyl-2-Buten-1-yl)-2H-1-benzopyran-3-yl]-2-(3-methyl-2-buten-1-yl)-1,3-benzenediol